5-difluoromethoxy-N1-(2-dimethylaminoethyl)-N1-methyl-N4-{4-(4,5,6,7-Tetrahydropyrazolo[1,5-a]Pyridin-3-yl)pyrimidin-2-yl}benzene-1,2,4-triamine FC(OC1=C(C=C(C(=C1)N(C)CCN(C)C)N)NC1=NC=CC(=N1)C=1C=NN2C1CCCC2)F